CC1=CC=C(C=C1)S(=O)(=O)OCC1=CC(=NC=C1OC)Br (2-bromo-5-methoxypyridin-4-yl)methyl 4-methylbenzenesulfonate